5-((1-(4-((4,4-Difluoropiperidin-1-yl)methyl)-2-methoxyphenyl)-1H-imidazol-4-yl)amino)pyrazine-2-carbonitrile FC1(CCN(CC1)CC1=CC(=C(C=C1)N1C=NC(=C1)NC=1N=CC(=NC1)C#N)OC)F